1-(4-fluorophenyl)-4-[4-(4-chlorophenyl)-4-hydroxy-1-piperidinyl]-1-butanone FC1=CC=C(C=C1)C(CCCN1CCC(CC1)(O)C1=CC=C(C=C1)Cl)=O